1,3-bis(4-amino-alpha,alpha-dimethylbenzyl)benzene NC1=CC=C(C(C)(C)C2=CC(=CC=C2)C(C2=CC=C(C=C2)N)(C)C)C=C1